NCC1=CC=C(C=C1)NC(=O)C1=CC2=C(OCCC3=C2SC=C3)C=C1C=1C(=NC(=CC1)C(=O)O)C(=O)O 3-(9-((4-(aminomethyl)phenyl)carbamoyl)-4,5-dihydrobenzo[b]thieno[2,3-d]oxepin-8-yl)pyridine-2,6-dicarboxylic acid